[Na+].[Na+].[Na+].[Na+].N(C(C(=O)[O-])CC(=O)[O-])C(C(=O)[O-])CC(=O)[O-] iminodisuccinate tetrasodium salt